6-Chloro-1-(6-methoxy-3,4-dihydro-2H-benzo[b][1,4]thiazin-7-yl)-1H-pyrazolo[4,3-c]pyridine-3-carboxylic acid methyl ester COC(=O)C1=NN(C2=C1C=NC(=C2)Cl)C=2C(=CC1=C(SCCN1)C2)OC